CNC(=O)C1=NC=C(C=C1)N1CCNCC1 N-methyl-5-piperazine-1-yl-pyridine-2-carboxamide